N-{[2-(2,6-dioxo(3-piperidyl))-1,3-dioxoisoindolin-4-yl]methyl}(butyl-amino)carboxamide O=C1NC(CCC1N1C(C2=CC=CC(=C2C1=O)CNC(=O)NCCCC)=O)=O